2-(6-(2-(2-fluoro-5-(trifluoromethoxy)benzyl)-2H-tetrazol-5-yl)pyridin-2-yl)-2-hydroxypropane-1-sulfonamide FC1=C(CN2N=C(N=N2)C2=CC=CC(=N2)C(CS(=O)(=O)N)(C)O)C=C(C=C1)OC(F)(F)F